C1(CCCC1)NC=1C=CC2=C(N=C(NC2=O)CSC2CCOCC2)N1 7-(cyclopentylamino)-2-(((tetrahydro-2H-pyran-4-yl)thio)methyl)pyrido[2,3-d]pyrimidin-4(3H)-one